((2-(2-Morpholinoethoxy)naphthalen-1-yl)methyl)naphthalen-2-ol O1CCN(CC1)CCOC1=C(C2=CC=CC=C2C=C1)CC1=C(C=CC2=CC=CC=C12)O